(5-fluoro-2-(2H-1,2,3-triazol-2-yl)phenyl)((3aS,6R,7aR)-6-Methyloctahydro-5H-pyrrolo[3,4-c]pyridin-5-yl)methanone FC=1C=CC(=C(C1)C(=O)N1C[C@H]2[C@@H](C[C@H]1C)CNC2)N2N=CC=N2